4-[7-(1-amino-1-methyl-ethyl)imidazo[1,2-a]pyridin-3-yl]-2,6-dimethoxy-N-(2,2,2-trifluoroethyl)benzamide NC(C)(C)C1=CC=2N(C=C1)C(=CN2)C2=CC(=C(C(=O)NCC(F)(F)F)C(=C2)OC)OC